4-(7-Bromo-4-benzo[1,2,5]thiadiazol-yl)-N,N-diphenylamine BrC1=CC=C(C2=NSN=C21)C2=CC=C(C=C2)NC2=CC=CC=C2